1H-pyrrolo[2,3-c]pyridine-7-carboxylic acid N1C=CC=2C1=C(N=CC2)C(=O)O